C1CCC2=CC(=CC=C12)C(=O)C1=CC=C2C(C(=O)OC2=O)=C1 5-(2,3-dihydro-1H-indene-5-carbonyl)phthalic anhydride